NC1=C(C=NN1C=1C=NC(=CC1C)OC1=C(C=CC=C1F)F)C(=O)C1=CC2=C3CCN(CC3=CC=C2N1)CC1CNC1 (5-amino-1-{6-[(2,6-difluorophenyl)oxy]-4-methylpyridin-3-yl}pyrazol-4-yl)[7-(azetidin-3-ylmethyl)-6,7,8,9-tetrahydro-3H-pyrrolo[3,2-f]isoquinolin-2-yl]methanone